Trimethylpyridinium bromide [Br-].CC=1C(=[N+](C=CC1)C)C